2-[(1-acryloylpiperidin-4-yl)oxy]-N-[(1S,3S)-3-fluorocyclopentyl]-5H-pyrrolo[2,3-b]pyrazine-7-carboxamide C(C=C)(=O)N1CCC(CC1)OC=1N=C2C(=NC1)NC=C2C(=O)N[C@@H]2C[C@H](CC2)F